C(N)(OC(C(=NN(C1=CC(=C(C(=C1)Cl)OC=1C=C2C(=NNC2=CC1)CC)Cl)CC)C#N)=O)=O Ethyl-(2-cyano-2-(2-(3,5-dichloro-4-((3-ethyl-1H-indazol-5-yl) oxy) phenyl) hydrazono) acetyl) carbamate